C(CCC)OC(=O)[C@@H]1N(CCC1)P(=O)(OC1=CC=CC=C1)OC[C@]1(O[C@H]([C@@H]([C@@H]1O)O)C1=CC=C2C(=NC=NN21)N)C#N (2R)-1-((((2R,3s,4R,5s)-5-(4-aminopyrrolo[2,1-f][1,2,4]triazin-7-yl)-2-cyano-3,4-dihydroxytetrahydrofuran-2-yl)methoxy)(phenoxy)phosphoryl)pyrrolidine-2-carboxylic acid butyl ester